C(#N)C1=NC2=CC(=CC(=C2N=C1NCC(C(F)(F)F)C)[C@@H](C)NC1=C(C(=O)O)C=CC=C1)C 2-(((1R)-1-(2-cyano-7-methyl-3-((3,3,3-trifluoro-2-methylpropyl)amino)quinoxalin-5-yl)ethyl)amino)benzoic acid